5-amino-3-(2-(4-(2-fluoro-4-(piperidin-4-yloxy)phenyl)piperazin-1-yl)ethyl)-8-(furan-2-yl)thiazolo[5,4-e][1,2,4]triazolo[1,5-c]pyrimidin NC1=NC2=C(C=3N1N=C(N3)C=3OC=CC3)SCN2CCN2CCN(CC2)C2=C(C=C(C=C2)OC2CCNCC2)F